6,6'-oxybis(4-methylbenzene-1,2-diol) O(C=1C=C(C=C(C1O)O)C)C=1C=C(C=C(C1O)O)C